O=C(NCC)C=CC(NCCCC(NCCSSCCNC(CCCC(=O)O)=O)=O)=O 4,7,12,21-tetraoxo-16,17-dithia-3,8,13,20-tetraazapentacos-5-en-25-oic acid